4-amino-6-hydrazino-7-β-D-ribofuranosyl-7H-pyrrolo[2,3-d]-pyrimidine-5-carboxamide NC=1C2=C(N=CN1)N(C(=C2C(=O)N)NN)[C@H]2[C@H](O)[C@H](O)[C@H](O2)CO